CN1[C@H](CCCC1)C1=CC=2C=NC(=CC2N1COCC[Si](C)(C)C)N 2-[(2R)-1-methylpiperidin-2-yl]-1-{[2-(trimethylsilyl)ethoxy]methyl}pyrrolo[3,2-c]pyridine-6-amine